6-bromo-3,3-dimethyl-1-((tetrahydro-2H-pyran-4-yl)methyl)indolin-2-one BrC1=CC=C2C(C(N(C2=C1)CC1CCOCC1)=O)(C)C